N1(CCNCC1)C1=CC=C(OCCN2C(C3=CC=CC=C3C2=O)=O)C=C1 2-(2-(4-(piperazin-1-yl)phenoxy)ethyl)isoindoline-1,3-dione